C(C1=CC=CC=C1)N(CC(O[2H])([2H])C1=NC=CC=C1)CCO 2-(Benzyl(2-hydroxyethyl)amino)-1-(pyridin-2-yl)ethan-1-d-1-ol-d